C(=O)(OC(C)(C)C)N1CCC(CC1)(CO)F 1-Boc-4-fluoro-4-(hydroxymethyl)piperidine